(S)-4-(cyclopropylethynyl)-1-(4-methoxybenzyl)-7-(((4-methoxybenzyl)oxy)methyl)-3-methyl-4-(trifluoromethyl)-3,4-dihydroquinazolin C1(CC1)C#C[C@@]1(N(CN(C2=CC(=CC=C12)COCC1=CC=C(C=C1)OC)CC1=CC=C(C=C1)OC)C)C(F)(F)F